N-(4-fluoro-3-(trifluoromethyl)phenyl)-3-(5-((3-hydroxypropyl)sulfonyl)-2-methoxybenzamido)-2-naphthamide FC1=C(C=C(C=C1)NC(=O)C1=CC2=CC=CC=C2C=C1NC(C1=C(C=CC(=C1)S(=O)(=O)CCCO)OC)=O)C(F)(F)F